Tert-butyl 3-(4-(3-(methoxycarbonyl)-6,7-dihydro-5H-benzo[7]annulen-9-yl)benzoyl)azetidine-1-carboxylate COC(=O)C1=CC2=C(C(=CCCC2)C2=CC=C(C(=O)C3CN(C3)C(=O)OC(C)(C)C)C=C2)C=C1